6-(2-chloro-6-fluorophenyl)-2-((4-(4-methylpiperazin-1-yl)phenyl)amino)-8,9-dihydroimidazo[1,2-a]pyrimido[5,4-e]pyrimidin-5(6H)-one ClC1=C(C(=CC=C1)F)N1C=2N(C3=C(C1=O)C=NC(=N3)NC3=CC=C(C=C3)N3CCN(CC3)C)CCN2